2-[6-bromo-4-(difluoromethyl)-5-fluoro-1-oxo-3,4-dihydroisoquinolin-2-yl]-N-(5-fluoropyrimidin-2-yl)acetamide BrC=1C(=C2C(CN(C(C2=CC1)=O)CC(=O)NC1=NC=C(C=N1)F)C(F)F)F